FC(COC=1C=NC(=NC1)N[C@@H]1C[C@H](CC1)NC1=CC=C(C=N1)N1C(C2=NC=CC=C2C1)=O)(F)F 6-(6-(((1S,3S)-3-((5-(2,2,2-trifluoroethoxyl)pyrimidin-2-yl)amino)cyclopentyl)amino)pyridin-3-yl)-5,6-dihydro-7H-pyrrolo[3,4-b]pyridin-7-one